CC(C1=CC=CC=C1)C1=C(C(=C(C=C1)O)C(C1=CC=CC=C1)C)C(C1=CC=CC=C1)C tri(α-methyl-benzyl)phenol